[C-]1(C=CC=C1)[PH2]=O.[CH-]1C=CC=C1.[Fe+2] ferrocenyl-phosphine oxide